N1(CCC1)C1=CC2=C(C=C(O2)C(=O)NS(=O)(=O)C2=C(N=C3N2C=CC=C3)SC)C(=C1)F 6-(Azetidin-1-yl)-4-fluoro-N-[2-(methylsulfanyl)imidazo[1,2-a]pyridine-3-sulfonyl]-1-benzofuran-2-carboxamide